FC1=CC=C2C(C3(C(=NN(C3=O)C3=CC=CC=C3)C)NC2=C1)(C)C 6-Fluoro-3,3,3'-trimethyl-1'-phenylspiro[indoline-2,4'-pyrazol]-5'(1'H)-one